COC1=C(C=C([C@H]2OC=3C=C(C=C(C3C([C@@H]2O)=O)O)O)C=C1)O 4'-O-methyldihydroquercetin